C1=CC=CC2=C1C1=C(P(O2)=O)C=CC=C1 6H-dibenzo[c,e][1,2]oxaphosphorine-6-one